2-Chloro-1-(4-(4-((1-(2-chlorophenyl)-3-hydroxypropyl)amino)-6-(methylamino)-1,3,5-triazin-2-yl)-2-methylpiperazin-1-yl)ethan-1-one ethyl-(chlorohydroximino)acetate C(C)OC(C=NOCl)=O.ClCC(=O)N1C(CN(CC1)C1=NC(=NC(=N1)NC(CCO)C1=C(C=CC=C1)Cl)NC)C